COC([C@@H](NC(\C=C\C1=CC(=C(C=C1)OCC=C)OC)=O)C)=O (E)-(3-(4-(allyloxy)-3-methoxyphenyl)acryloyl)-L-alanine methyl ester